1-(4-(4-chloro-3-methylphenoxy)butyl-1H-benzo[d]imidazol-2-yl)pyrrolidin-2-one ClC1=C(C=C(OCCCCN2C(=NC3=C2C=CC=C3)N3C(CCC3)=O)C=C1)C